OC1=C(C(=O)OC)C=CC(=C1O)C(=O)OC Dimethyl 2,3-dihydroxyterephthalate